ClC1=C2N(C(C(=C1)N(C1=NC=NC=C1)CC1=CC=C(C=C1)OC)=O)C1(N(C2=O)CC2=CC=C(C=C2)OC)CCCCC1 8'-chloro-2'-(4-methoxybenzyl)-6'-((4-methoxybenzyl)(pyrimidin-4-yl)amino)-2'H-spiro[cyclohexane-1,3'-imidazo[1,5-a]pyridine]-1',5'-dione